(1R,2R)-cyclopropane C1CC1